C(C)(C)(C)OC(C1=C(C(=CC=C1)CC=C)OC)=O 3-allyl-2-methoxybenzoic acid tert-butyl ester